di-tert-butyl-(S)-2-(5-bromo-2-oxo-2,3-dihydro-1H-benzo[d]imidazol-1-yl)pentanedioic acid C(C)(C)(C)C([C@](C(=O)O)(N1C(NC2=C1C=CC(=C2)Br)=O)C(C)(C)C)CC(=O)O